C1(=CC=CC2=CC(=CC=C12)S)S 1,6-NAPHTHALENEDITHIOL